F[B-](F)(F)F.C1(CCCCC1)[PH+](C1=CC=C(C=C1)F)C1CCCCC1 Dicyclohexyl-(4-fluorophenyl)phosphonium tetrafluoroborate